C(C)(C)(C)C1=CC(=NO1)N1C(CN(CC1)CC=1C(=C(C=C(C1)Cl)N1C(C2=C(N=C(N=C2)C)CC1)=O)C(F)(F)F)C 6-(3-((4-(5-(tert-butyl)isoxazol-3-yl)-3-methylpiperazin-1-yl)methyl)-5-chloro-2-(trifluoromethyl)phenyl)-2-methyl-7,8-dihydropyrido[4,3-d]pyrimidin-5(6H)-one